5-(4-(oxetan-3-yl)piperazin-1-yl)pyridin O1CC(C1)N1CCN(CC1)C=1C=CC=NC1